Methyl 5-(methylamino)-3-[4-(8-methyl-3,8-diazabicyclo[3.2.1]octan-3-yl)anilino]-6-(3-methylimidazo[4,5-c]pyridin-7-yl)pyrazine-2-carboxylate CNC=1N=C(C(=NC1C=1C2=C(C=NC1)N(C=N2)C)C(=O)OC)NC2=CC=C(C=C2)N2CC1CCC(C2)N1C